ClC1=CC=C(C=C1)[C@H](CC1=NOC(=N1)CN1C(NC2=C(C1=O)COC2)=O)O (S)-3-((3-(2-(4-chlorophenyl)-2-hydroxyethyl)-1,2,4-oxadiazol-5-yl)methyl)-5,7-dihydrofuro[3,4-d]pyrimidine-2,4(1H,3H)-dione